ON1C=C(C(C=C1)=O)O 1,3-dihydroxy-4-pyridone